CN1CCCC(C1)CC2C3=CC=CC=C3SC4=CC=CC=C24 The molecule is a member of thioxanthenes and a member of piperidines. It has a role as an antiparkinson drug, a muscarinic antagonist and a histamine antagonist.